[Cl-].ClC1=C(C=C(C=N1)OCC(C)(C)[NH3+])C(NC1CC1)=O [2-[[6-chloro-5-(cyclopropylcarbamoyl)-3-pyridyl]oxy]-1,1-dimethyl-ethyl]ammonium chloride